(s)-2-(5,7-dichloro-3-((4-hydroxybenzyl)amino)benzisothiazole-6-carboxamido)-3-(3-(methylsulfonyl)phenyl)propanoic acid ClC=1C(=C(C2=C(C(=NS2)NCC2=CC=C(C=C2)O)C1)Cl)C(=O)N[C@H](C(=O)O)CC1=CC(=CC=C1)S(=O)(=O)C